(3-amino-5-{[4-(trifluoromethyl)phenyl]sulfonyl}pyridin-2-yl)(3-hydroxy-3-methyl-azetidin-1-yl)methanone NC=1C(=NC=C(C1)S(=O)(=O)C1=CC=C(C=C1)C(F)(F)F)C(=O)N1CC(C1)(C)O